N1N=NN=C1CN 1H-1,2,3,4-tetrazol-5-ylmethylamine